6-(2-{5-[(1R,4R,7R)-7-amino-2-azabicyclo[2.2.1]heptane-2-carbonyl]-7-methoxy-1-methyl-1H-1,3-benzodiazol-2-yl}-1-(cyclopropylmethyl)-1H-pyrrolo[2,3-b]pyridin-6-yl)quinazolin-4-ol N[C@H]1[C@@H]2N(C[C@H]1CC2)C(=O)C2=CC1=C(N(C(=N1)C1=CC=3C(=NC(=CC3)C=3C=C4C(=NC=NC4=CC3)O)N1CC1CC1)C)C(=C2)OC